C1(CC1)C1=NC=NC(=C1C1=CC(=C(C=N1)/C=C/C(=O)OCC)NCC1=CC=C(C=C1)C=1N(C=C(N1)C(F)(F)F)C)OC ethyl (E)-3-(6-(4-cyclopropyl-6-methoxypyrimidin-5-yl)-4-((4-(1-methyl-4-(trifluoromethyl)-1H-imidazol-2-yl)benzyl)amino)pyridin-3-yl)acrylate